1-tert-butoxycarbonyl-4-isopropoxy-piperidine-4-carboxylic acid C(C)(C)(C)OC(=O)N1CCC(CC1)(C(=O)O)OC(C)C